IC1=C(C=C(CNC(OC(C)(C)C)=O)C=C1)C(=O)N1CC2=CC=CC=C2C[C@H]1C tert-Butyl (4-Iodo-3-{[(3R)-3-methyl-3,4-dihydroisoquinolin-2(1H)-yl]carbonyl}benzyl)carbamate